O=C1N(C(C2=CC=CC=C12)=O)CCCN(C(OC(C)(C)C)=O)CCC1=CC=CC=C1 tert-butyl (3-(1,3-dioxoisoindolin-2-yl)propyl)(phenethyl)carbamate